Cl.CN(C)CC1=CC=C(O1)CSCCN 2-[[[5-(dimethylamino)methyl-2-furyl]methyl]thio]ethylamine hydrochloride